(S)-5-(3-aminoprop-1-yn-1-yl)-N-(7-(2-(4-(4-chlorophenyl)-2,3,9-trimethyl-6H-thieno[3,2-f][1,2,4]triazolo[4,3-a][1,4]diazepin-6-yl)acetamido)heptyl)furan-2-carboxamide NCC#CC1=CC=C(O1)C(=O)NCCCCCCCNC(C[C@H]1C=2N(C3=C(C(=N1)C1=CC=C(C=C1)Cl)C(=C(S3)C)C)C(=NN2)C)=O